FC1=CC=C(C=C1)C(N1CCC(CC1)N1CC2=CN=CC=C2CC1)C1=CC=C(C=C1)F 2-(1-(bis(4-fluorophenyl)methyl)piperidin-4-yl)-1,2,3,4-tetrahydro-2,7-naphthyridine